5-(1,3-dioxoisoindolin-2-yl)-6,7-dihydro-5H-cyclopenta[c]pyridine 2-oxide O=C1N(C(C2=CC=CC=C12)=O)C1CCC=2C=[N+](C=CC21)[O-]